C1(CC1)N1N=CC(=C1)[C@H]1O[C@H](CN(C1)C1=CC2=C(N=C(N(C2=O)C)C)C(=N1)C1=C(C=C(C#N)C=C1)F)C 4-(6-((2R,6S)-2-(1-cyclopropyl-1H-pyrazol-4-yl)-6-methylmorpholino)-2,3-dimethyl-4-oxo-3,4-dihydropyrido[3,4-d]pyrimidin-8-yl)-3-fluorobenzonitrile